2-(4-(methylsulfonyl)piperazin-1-yl)acetamide CS(=O)(=O)N1CCN(CC1)CC(=O)N